CC1=CC2=C(OC3(C=NS2(=O)=O)CC3)N=C1N[C@H](CN1CCCCC1)C 8'-methyl-1',1'-dioxido-7'-(((S)-1-(piperidin-1-yl)propan-2-yl)amino)spiro[cyclopropane-1,4'-pyrido[2,3-b][1,4,5]oxathiazepin]